bis(2,4,6-trimethylpyridine) bromonium hexafluorophosphate F[P-](F)(F)(F)(F)F.[BrH2+].CC1=NC(=CC(=C1)C)C.CC1=NC(=CC(=C1)C)C